COC(C1=C(C=CC(=C1)F)C1=CC(=NC(=C1)Cl)Cl)=O 2-(2,6-dichloropyridin-4-yl)-5-fluorobenzoic acid methyl ester